N-((R)-1-(4-(ethylsulfonyl)phenyl)-2-hydroxyethyl)-2-((2S)-2-(methoxycarbamoyl)4-(4-(trifluoromethyl)phenyl)pyrrolidin-1-yl)pyrimidine-5-carboxamide C(C)S(=O)(=O)C1=CC=C(C=C1)[C@H](CO)NC(=O)C=1C=NC(=NC1)N1[C@@H](CC(C1)C1=CC=C(C=C1)C(F)(F)F)C(NOC)=O